2,2-dimethylbut-3-enoic acid-3,4-d2 CC(C(=O)O)(C(=C[2H])[2H])C